4-bromo-2,3,6-trifluorobenzonitrile BrC1=C(C(=C(C#N)C(=C1)F)F)F